N-((1r,4r)-4-(3-chloro-4-cyanophenoxy)cyclohexyl)-6-(4-((3-(4-(2,4-dioxotetrahydropyrimidin-1(2H)-yl)-1H-indol-1-yl)azetidin-1-yl)methyl)piperidin-1-yl)pyridazine-3-carboxamide ClC=1C=C(OC2CCC(CC2)NC(=O)C=2N=NC(=CC2)N2CCC(CC2)CN2CC(C2)N2C=CC3=C(C=CC=C23)N2C(NC(CC2)=O)=O)C=CC1C#N